6-bromo-4-(methoxymethyl)quinoline-2-carboxylic acid methyl ester COC(=O)C1=NC2=CC=C(C=C2C(=C1)COC)Br